tert-butyl 6-(2,6-dimethyl-4-pyridyl)-3-methyl-indole-1-carboxylate CC1=NC(=CC(=C1)C1=CC=C2C(=CN(C2=C1)C(=O)OC(C)(C)C)C)C